di(m-chlorophenyl)methylene(cyclopentadienyl)(octamethyloctahydrodibenzofluorenyl)zirconium dichloride [Cl-].[Cl-].ClC=1C=C(C=CC1)C(=[Zr+2](C1(C(C(C(C2(C3C(=C4C=5C=CC=CC5CC4=C21)C=CCC3)C)(C)C)(C)C)(C)C)C)C3C=CC=C3)C3=CC(=CC=C3)Cl